C(C1=CC=CC=C1)(=O)C1=C(C(=CN1C)C(=O)OC)C1=C(C(=CC=C1F)F)C Methyl 5-benzoyl-4-(3,6-difluoro-2-methylphenyl)-1-methylpyrrole-3-carboxylate